tert-butyl 4-[8-([2,8-dimethylimidazo[1,2-b]pyridazin-6-yl]carbamoyl)cinnolin-4-yl]piperidine-1-carboxylate CC=1N=C2N(N=C(C=C2C)NC(=O)C=2C=CC=C3C(=CN=NC23)C2CCN(CC2)C(=O)OC(C)(C)C)C1